2-amino-N-((3-methoxy-4-(prop-2-yn-1-ylamino)phenyl)sulfonyl)acetamide NCC(=O)NS(=O)(=O)C1=CC(=C(C=C1)NCC#C)OC